5-bromo-2-(3-(tert-butoxycarbonylamino)cyclobutyl)-2H-indazole-3-carboxylic acid methyl ester COC(=O)C=1N(N=C2C=CC(=CC12)Br)C1CC(C1)NC(=O)OC(C)(C)C